O1CC[C@@H](C2=CC=CC=C12)NC(=O)C1=CC2=C(N=C(S2)C=2C=NC=C(C2)C(F)F)C=C1 (S)-N-(chroman-4-yl)-2-(5-(difluoromethyl)pyridin-3-yl)benzo[d]thiazole-6-carboxamide